ClC=1N=C(C2=C(N1)N(C(=C2)C)S(=O)(=O)C2=CC=C(C=C2)C)N/N=C/C(C)C 2-chloro-6-methyl-N-[(E)-2-methylpropylideneamino]-7-(p-tolylsulfonyl)pyrrolo[2,3-d]pyrimidin-4-amine